3,7-diethylaminoethoxycarbonyl-7-dimethylaminocoumarin C(C)NC1C(OC2=CC(C=CC2=C1C(=O)OCC)(N(C)C)NCC)=O